N-[3-[5-(2-aminopyridin-4-yl)-2-tert-butyl-1,3-thiazol-4-yl]-2-fluorophenyl]-2,6-difluorobenzenesulfonamide NC1=NC=CC(=C1)C1=C(N=C(S1)C(C)(C)C)C=1C(=C(C=CC1)NS(=O)(=O)C1=C(C=CC=C1F)F)F